4-Fluorobenzyl (1-hydroxy-7-(trifluoromethyl)-1,3-dihydrobenzo[c][1,2]oxaborole-6-carbonyl)-L-valinate OB1OCC2=C1C(=C(C=C2)C(=O)N[C@@H](C(C)C)C(=O)OCC2=CC=C(C=C2)F)C(F)(F)F